4-amino-N-(2-methoxypropyl)benzenesulfonamide NC1=CC=C(C=C1)S(=O)(=O)NCC(C)OC